C(C)(C)C=1C=C2C=C(NC2=CC1OCC1=NOC=C1)CNC(=O)C1(CC1)C N-((5-isopropyl-6-(isoxazol-3-ylmethoxy)-1H-indol-2-yl)methyl)-1-methylcyclopropane-1-carboxamide